2-hydroxy-2-(6-(trifluoromethyl)pyridin-2-yl)acetonitrile OC(C#N)C1=NC(=CC=C1)C(F)(F)F